CC1=C(C=CC(=C1)C)C1=NC(=NC(=N1)C1=C(C=C(C=C1)C)C)C1=C(C=C(C=C1)OCC=CC)O 2-(4,6-bis(2,4-dimethylphenyl)-1,3,5-triazin-2-yl)-5-(but-2-en-1-yloxy)phenol